4-iodo-1-[(4-methoxyphenyl)methyl]pyrazole IC=1C=NN(C1)CC1=CC=C(C=C1)OC